2,2-difluoro-4-(3-methoxy-3-oxopropyl)-10,12-dimethyl-1lambda5,3-diaza-2-boratricyclo[7.3.0.0^{3,7}]dodeca-1(12),4,6,8,10-pentaen-1-ylium-2-uide F[B-]1([N+]2=C(C=C(C2=CC2=CC=C(N12)CCC(=O)OC)C)C)F